(Z)-2-fluoro-3-(isoxazol-3-yl)acrylic acid ethyl ester C(C)OC(/C(=C/C1=NOC=C1)/F)=O